N1N=C(C=C1)C(=O)N1C(CNCC1)=O pyrazoleformylpiperazinone